4-(3-(3-(benzyloxy)propoxy)-5-(5-bromo-1H-pyrazolo[3,4-c]pyridin-3-yl)pyridin-2-yl)morpholine C(C1=CC=CC=C1)OCCCOC=1C(=NC=C(C1)C1=NNC2=CN=C(C=C21)Br)N2CCOCC2